8-(3-Fluorophenyl)-1-(4-methoxypyrimidin-2-yl)-3-methyl-1,3-dihydro-2H-imidazo[4,5-c]quinolin-2-imine FC=1C=C(C=CC1)C1=CC=2C3=C(C=NC2C=C1)N(C(N3C3=NC=CC(=N3)OC)=N)C